methyl (2S,4E)-4-(dimethylaminomethylene)-5-oxo-pyrrolidine-1,2-dicarboxylate CN(C)\C=C\1/C[C@H](N(C1=O)C(=O)OC)C(=O)[O-]